FC(CN1N=CC=2C1=NC(=CN2)N2CCC1(CC(N(C1)C1=NC(=NC=C1)C(F)(F)F)=O)CC2)F 8-(1-(2,2-difluoroethyl)-1H-pyrazolo[3,4-b]pyrazin-6-yl)-2-(2-(trifluoromethyl)pyrimidin-4-yl)-2,8-diazaspiro[4.5]decan-3-one